C(#N)CC(=O)N[C@H](C(=O)N1[C@@H]([C@H]2C([C@H]2C1)(C)C)C(=O)O)C(C)(C)C (1R,2S,5S)-3-((S)-2-(2-cyanoacetamido)-3,3-dimethylbutanoyl)-6,6-dimethyl-3-azabicyclo[3.1.0]hexane-2-carboxylic acid